C(C)(=O)NCCCS(=O)(=O)O 3-(acetamido)propylsulfonic acid